[C@H](C)(CC)NC(O[C@@H]1CO[C@@H](C1)C=1C=NC(=NC1)NC1=CC(=C(C=C1)F)C(N)=O)=O (3S,5S)-5-(2-((3-carbamoyl-4-fluorophenyl)amino)pyrimidin-5-yl)tetrahydrofuran-3-yl ((S)-sec-butyl)carbamate